N1=C(C=C(C=C1)N)C1=NC=CC=C1 4-bipyridylamine